NC(C[C@@H](C1=CC=C(C=C1)S(=O)(=O)CC)NC(OC(C)(C)C)=O)=O tert-butyl (S)-(3-amino-1-(4-(ethylsulfonyl)phenyl)-3-oxopropyl)carbamate